C(C)(C)(C)OC(=O)N1[C@H](CCC1)CN (R)-1-t-butoxycarbonyl-2-(aminomethyl)pyrrolidine